{3-[(Pyridine-2-carbonyl)-amino]-adamantan-1-yl}-carbamic acid 2,2,2-trifluoro-ethyl ester FC(COC(NC12CC3(CC(CC(C1)C3)C2)NC(=O)C2=NC=CC=C2)=O)(F)F